6-(3-cyanophenyl)-N-(1-methyl-3-(pyridin-2-yl)-1H-pyrazol-4-yl)picolinamide C(#N)C=1C=C(C=CC1)C1=CC=CC(=N1)C(=O)NC=1C(=NN(C1)C)C1=NC=CC=C1